CC1=CC2=C(OCCCO2)C=C1 7-METHYL-3,4-DIHYDRO-2H-1,5-BENZO-DIOXEPIN